1-N'-(4-fluorophenyl)-1-N-[4-[7-(1-oximinopyridin-1-ium-3-yl)quinolin-4-yl]oxyphenyl]cyclopropane-1,1-dicarboxamide FC1=CC=C(C=C1)NC(=O)C1(CC1)C(=O)NC1=CC=C(C=C1)OC1=CC=NC2=CC(=CC=C12)C=1C[N+](C=CC1)=NO